ClC1=CC=C2N3C=NC(=C3CC3=CN=NN3C2=C1)C(=O)O 16-chloro-2,3,4,10,12-pentaazatetracyclo[11.4.0.02,6.08,12]heptadeca-1(17),3,5,8,10,13,15-heptaene-9-carboxylic acid